silabornen [Si]12(C=CC(CC1)C2(C)C)C